(S)-4-(7-fluoro-imidazo[1,2-a]pyridin-3-yl)-7-((5-(3-hydroxy-3-(morpholino-methyl)piperidin-1-yl)pyridin-2-yl)amino)isoindolin-1-one FC1=CC=2N(C=C1)C(=CN2)C2=C1CNC(C1=C(C=C2)NC2=NC=C(C=C2)N2C[C@](CCC2)(CN2CCOCC2)O)=O